N-{[5-chloro-6-(5-methoxy-2-pyrazinyl)-2-indolyl]methyl}(S)-3,3-difluorolactamide ClC=1C=C2C=C(NC2=CC1C1=NC=C(N=C1)OC)CNC([C@H](O)C(F)F)=O